FC(C(=O)OCC)(C(C(C(C(C(C(C(F)(F)F)(F)F)(F)F)(F)F)(F)F)(F)F)(F)F)F Ethyl perfluorononanoate